trans-N,N-bis(2-aminoethyl)-4-[[2-chloro-6-[4-[4-[(4R)-4-amino-2-oxo-pyrrolidin-1-yl]phenyl]sulfonylpiperazin-1-yl]-4-pyridinyl]-difluoro-methyl]cyclohexanecarboxamide NCCN(C(=O)[C@@H]1CC[C@H](CC1)C(F)(F)C1=CC(=NC(=C1)N1CCN(CC1)S(=O)(=O)C1=CC=C(C=C1)N1C(C[C@H](C1)N)=O)Cl)CCN